CC=1C=NN2C1C(=NC(=C2)C=2C=NN(C2)C)O[C@H]2[C@H]1CN(C[C@H]1C2)C(C=C)=O ((1S,5R,6R)-6-((3-methyl-6-(1-methyl-1H-pyrazol-4-yl)pyrazolo[1,5-a]pyrazin-4-yl)oxy)-3-azabicyclo[3.2.0]heptan-3-yl)prop-2-en-1-one